CC1=NN=C(S1)C(C(=O)N)SC=1NC(C2=C(N1)N(N=C2)C2=CC=CC=C2)=O (5-methyl-1,3,4-thiadiazol-2-yl)-2-((4-oxo-1-phenyl-4,5-dihydro-1H-pyrazolo[3,4-d]pyrimidin-6-yl)thio)acetamide